CC1(OB(OC1(C)C)C1=C(C=CC=C1)CCC(=O)OC)C methyl 3-[2-(4,4,5,5-tetramethyl-1,3,2-dioxaborolan-2-yl)phenyl]propanoate